3',5'-O-bis(t-butylsilyl)-2'-O-(t-butyldimethylsilyl)adenosine C(C)(C)(C)[SiH2][C@@]1([C@H]([C@@H](O[C@@H]1CO[SiH2]C(C)(C)C)N1C=NC=2C(N)=NC=NC12)O[Si](C)(C)C(C)(C)C)O